N1=CC=CC=2CCCC(C12)OC1=CC=C(C=N1)CC1=NOC(=C1)C=1C(=NC=CC1)N 3-(3-((6-((5,6,7,8-tetrahydroquinolin-8-yl)oxy)pyridin-3-yl)methyl)isoxazol-5-yl)pyridin-2-amine